SC=1N(C(=NN1)C(=O)O)C 5-Mercapto-4-methyl-4H-1,2,4-triazole-3-carboxylic acid